butyrylammonium C(CCC)(=O)[NH3+]